propenyl-trimethylsilane C(=CC)[Si](C)(C)C